α-methyl-5-((R)-1-phenylethyl)tetrahydropyrrolo[3,4-c]pyrrole-1,3(2H,3aH)-dione CC(C)(C1=CC=CC=C1)N1CC2C(C1)C(NC2=O)=O